ClC1=CC=C(S1)CN(C1=CC(=C(C=C1)NC(C(C)(C)C)=O)C)C N-{4-[(5-Chloro-thiophen-2-ylmethyl)-(methyl)amino]-2-methyl-phenyl}-2,2-dimethylpropionamide